C1(=CC=CC2=CC=CC=C12)[N+]#[C-] 1-naphthylisocyanide